C1N(CC12CNCCC2)C(=O)O 2,6-diazaspiro[3.5]Nonane-2-carboxylic acid